ClC=1C=NN(C1C1=NN2C(N(CCC2)C(C)C2=CC(=C(C=C2)C=2N(C=C(N2)C(F)(F)F)CC)OC)=N1)C(C)C 2-(4-chloro-1-isopropyl-1H-pyrazol-5-yl)-4-(1-(4-(1-ethyl-4-(trifluoromethyl)-1H-imidazol-2-yl)-3-methoxyphenyl)ethyl)-6,7-dihydro-[1,2,4]triazolo[1,5-a]pyrimidin